FC=1C=C2C=3C(=NNC(C3C1)=O)C(C(N2)C2=CC=C(C=C2)F)N2C(=NC1(C2=O)CCCC1)C 5-fluoro-8-(4-fluorophenyl)-9-(2-methyl-4-oxo-1,3-diazaspiro-[4.4]non-1-en-3-yl)-8,9-dihydro-2H-pyrido[4,3,2-de]phthalazin-3(7H)-one